(Z)-3-(3-(3,5-bis(trifluoromethyl)phenyl)-1H-1,2,4-triazol-1-yl)-N-(3,3-dimethyl-2-oxopyrrolidin-1-yl)acrylamide FC(C=1C=C(C=C(C1)C(F)(F)F)C1=NN(C=N1)\C=C/C(=O)NN1C(C(CC1)(C)C)=O)(F)F